C[C@]12CC(C[C@](CC1)(N2)C)N(C2=CC=C(N=N2)C2=C(C=C(C(=C2F)F)C2=CC(=NC=C2)OC([2H])([2H])[2H])O)C([2H])([2H])[2H] 2-(6-(((1R,3s,5S)-1,5-dimethyl-8-azabicyclo[3.2.1]octan-3-yl)(methyl-d3)amino)pyridazin-3-yl)-3,4-difluoro-5-(2-(methoxy-d3)pyridin-4-yl)phenol